(12aR)-9-bromo-8-chloro-6-oxo-3,4,12,12a-tetrahydro-6H-pyrazino[2,1-c][1,4]benzooxazepine-2(1H)-carboxylic acid tert-butyl ester C(C)(C)(C)OC(=O)N1C[C@@H]2COC3=C(C(N2CC1)=O)C=C(C(=C3)Br)Cl